N-(2-(4-(5-cyanopyridin-3-yl)phenyl)-1-fluoro-1-(phenylsulfonyl)propan-2-yl)-2-methylpropane-2-sulfinamide C(#N)C=1C=C(C=NC1)C1=CC=C(C=C1)C(C(S(=O)(=O)C1=CC=CC=C1)F)(C)NS(=O)C(C)(C)C